(S)-N-(3-(2-(((1R,3S)-3-hydroxycyclobutyl)amino)-6-morpholinylpyridin-4-yl)-4-methylphenyl)-3-(2,2,2-trifluoroethyl)pyrrolidine-1-carboxamide OC1CC(C1)NC1=NC(=CC(=C1)C=1C=C(C=CC1C)NC(=O)N1C[C@@H](CC1)CC(F)(F)F)N1CCOCC1